5-[(3R,5S)-3,5-dimethylpiperazin-1-yl]-N-(7-fluoro-2-methyl-indazol-5-yl)-2-[(1-methylpyrazol-4-yl)methoxy]quinazoline-8-carboxamide C[C@@H]1CN(C[C@@H](N1)C)C1=C2C=NC(=NC2=C(C=C1)C(=O)NC1=CC2=CN(N=C2C(=C1)F)C)OCC=1C=NN(C1)C